3-hexylnonyl 6-(6-(2-(butylthio)ethoxy)-6-oxohexyl)((2-hydroxyethyl)amino)hexanoate C(CCC)SCCOC(CCCCCCCCCC(C(=O)OCCC(CCCCCC)CCCCCC)NCCO)=O